FC(C=1C(=C(NN1)N)C1=CC(=C(C(=C1)F)F)F)F 5-(difluoromethyl)-4-(3,4,5-trifluorophenyl)-2H-pyrazol-3-amine